FC1=C(COC2=CC=C(OC3=NC=NC4=CC=C5C(=C34)OCCN5)C=C2)C=CC=C1 10-(4-(2-fluorobenzyloxy)phenoxy)-3,4-dihydro-2H-[1,4]oxazino[2,3-f]quinazoline